1-(2,2-difluorocyclopropyl)-3-(5-((2R,4R)-2-(2,5-difluorophenyl)-4-hydroxypyrrolidin-1-yl)pyrazolo[1,5-a]pyrimidin-3-yl)urea FC1(C(C1)NC(=O)NC=1C=NN2C1N=C(C=C2)N2[C@H](C[C@H](C2)O)C2=C(C=CC(=C2)F)F)F